COC1=C(C=NC(=C1)C(F)(F)F)CC(=O)OC(C)(C)C tert-butyl 2-[4-methoxy-6-(trifluoromethyl)pyridin-3-yl]acetate